1-(3-((tert-butoxycarbonyl)-amino)propyl)-2-methyl-1H-indazol-2-ium C(C)(C)(C)OC(=O)NCCCN1[N+](=CC2=CC=CC=C12)C